NC1=NC=CC=C1C1=NC=2C(=NC(=CC2)C2=CC(=CC=C2)Cl)N1C1=CC=C(CN2CCC(CC2)NC2=CC(=NC=N2)C#N)C=C1 6-((1-(4-(2-(2-aminopyridin-3-yl)-5-(3-chlorophenyl)-3H-imidazo[4,5-b]pyridin-3-yl)benzyl)piperidin-4-yl)amino)pyrimidine-4-carbonitrile